N-hydroxy-4-{[3-(3-methyl-4-oxo-3,4-dihydro-quinazolin-6-yl)-5-(4-methylphenyl)-1H-pyrazol-1-yl]methyl}benzamide ONC(C1=CC=C(C=C1)CN1N=C(C=C1C1=CC=C(C=C1)C)C=1C=C2C(N(C=NC2=CC1)C)=O)=O